C(C)C1=CC2=C(C(=N1)C1=CC=C(C(=O)N[C@@H]3CC[C@H](CC3)C(C)(C)O)C=C1)C=CO2 4-(6-ethylfuro[3,2-c]pyridin-4-yl)-N-[trans-4-(2-hydroxypropan-2-yl)cyclohexyl]benzamide